titanium (IV) (triethanolamine) N(CCO)(CCO)CCO.[Ti+4]